2-([1,1':3',1''-terphenyl]-5''-yl)-4,4,5,5-tetramethyl-1,3,2-dioxaborolane C1(=CC=CC=C1)C1=CC(=CC=C1)C1=CC=CC(=C1)B1OC(C(O1)(C)C)(C)C